3-(1-Acetyl-4-methoxypiperidin-4-yl)-5-(((R)-1-(3-(difluoromethyl)-2-fluorophenyl)ethyl)amino)-1,7-dimethyl-8-(((R)-1-methylpyrrolidin-2-yl)ethynyl)-1,6-naphthyridin-2(1H)-one C(C)(=O)N1CCC(CC1)(OC)C=1C(N(C2=C(C(=NC(=C2C1)N[C@H](C)C1=C(C(=CC=C1)C(F)F)F)C)C#C[C@@H]1N(CCC1)C)C)=O